C(#N)CC(=O)N1C[C@@H](CCC1)NC1=C2C(=NC=C1C=1SC(=CN1)C(=O)[O-])NC=C2 (R)-2-(4-((1-(2-cyanoacetyl)piperidin-3-yl)amino)-1H-pyrrolo[2,3-b]pyridin-5-yl)thiazole-5-carboxylate